NC1=C(C=CC=C1)S(=O)(=O)N(C1=CC=CC=C1)C 2-AMINO-N-METHYL-N-PHENYLBENZENESULFONAMIDE